(S)-5-methyloxazolidin-2-one C[C@H]1CNC(O1)=O